dodeca-9-ene-4,5-dicarboximide CCCC1C(CCCC=CCC)C(NC1=O)=O